methyl (3-fluoropropyl) carbonate C(OC)(OCCCF)=O